FC1(CCC2=C1N=C(N=C2C2=CC=C(C=C2)C(CS(=O)(=O)C)N)N2[C@H](CC2)C)F 1-(4-(7,7-difluoro-2-((S)-2-methylazetidin-1-yl)-6,7-dihydro-5H-cyclopenta[d]pyrimidin-4-yl)phenyl)-2-(methylsulfonyl)ethan-1-amine